OC1=C(C(=O)C2=CC=C(C=C2)OCC)C=CC(=C1)OCCC 2-hydroxy-4-n-propoxy-4'-ethoxy-benzophenone